{6-[5-fluoro-4-(1H-pyrazol-4-yl)-1,3-benzothiazol-7-yl]pyridazin-3-yl}-8-azabicyclo[3.2.1]octan-3-amine FC=1C=C(C2=C(N=CS2)C1C=1C=NNC1)C1=CC=C(N=N1)C12CC(CC(CC1)N2)N